ClC1=C(C=C(C(=C1)Cl)O)O 4,6-Dichlorobenzene-1,3-diol